C1(CC(C=CC1)C(=O)OCC(C)C)C(=O)OCC(C)C diisobutyl 4-cyclohexene-1,3-dicarboxylate